ClC=1C=C(C=NC1N1N=CC=N1)NC(=O)C1=NNC(=C1C)C1=C2C=CC=NC2=CC=C1 N-(5-chloro-6-(2H-1,2,3-triazol-2-yl)pyridin-3-yl)-4-methyl-5-(quinolin-5-yl)-1H-pyrazole-3-carboxamide